CC1=C(C=C(C(=C1)C=1C(=CC2=C(SC(=C2)C(=O)O)C1)Cl)C)C=1C(=CC2=C(SC(=C2)C(=O)O)C1)Cl 6,6'-(2,5-dimethyl-1,4-phenylene)bis(5-chlorobenzo[b]thiophene-2-carboxylic acid)